OC[C@H]1NC(C2C1C21CC1)=O (4S)-4-(hydroxymethyl)spiro[3-azabicyclo[3.1.0]hexane-6,1'-cyclopropan]-2-one